N2,N-bis(1-(3,4,5-trimethoxyphenyl)-1H-imidazol-4-yl)naphthalene-2,7-diamine COC=1C=C(C=C(C1OC)OC)N1C=NC(=C1)N(C1=CC2=CC(=CC=C2C=C1)N)C=1N=CN(C1)C1=CC(=C(C(=C1)OC)OC)OC